C1CCC2=C(C=3CCCC3C=C12)NC(=O)N=[S@@](=O)(N)C1=NN(C(=C1)C(C)(C)O)C1=CC=CC=C1 |o1:16| (S) or (R)-N'-((1,2,3,5,6,7-hexahydro-s-indacen-4-yl)carbamoyl)-5-(2-hydroxypropan-2-yl)-1-phenyl-1H-pyrazole-3-sulfonimidamide